8-bromo-3-(3-methoxybenzyl)-5-methyl-3H-pyridazino[4,5-b]indol-4(5H)-one BrC1=CC=2C3=C(N(C2C=C1)C)C(N(N=C3)CC3=CC(=CC=C3)OC)=O